C(#C)C1=C2C(=CC(=CC2=CC=C1F)O)C1=C(C=2N=C(N=C(C2C(=N1)OC)N1CCOCCC1)OCC1(CC1)CN1C[C@@H](CC1)F)F 5-ethynyl-6-fluoro-4-{8-fluoro-2-[(1-{[(3R)-3-fluoropyrrolidin-1-yl]methyl}cyclopropyl)methoxy]-5-methoxy-4-(1,4-oxazepan-4-yl)pyrido[4,3-d]pyrimidin-7-yl}naphthalen-2-ol